CC=1C=C(C=C2C(N(C(=NC12)C=1C=C2C(=CN1)SC=C2)COCC[Si](C)(C)C)=O)C=C 8-methyl-2-thieno[2,3-c]pyridin-5-yl-3-(2-trimethylsilyl-ethoxymethyl)-6-vinyl-3H-quinazolin-4-one